NC=1NC2=CC(=C(C=C2C1)F)OC 2-amino-5-fluoro-6-methoxy-1H-indole